Cl.C1(=CC(=CC=C1)CNCCCNCCCN(C)C)CNCCCNCCCN(C)C N1,N1'-(((1,3-phenylenebis(methylene))bis(azanediyl))bis(propane-3,1-diyl))bis(N3,N3-dimethylpropane-1,3-diamine), hydrochloride salt